C(C1=CC=NC=C1)(=O)N1CC2(C1)CC(C2)NC(=O)NCC2=CC=C(C=C2)OC 1-(2-isonicotinoyl-2-azaspiro[3.3]heptan-6-yl)-3-(4-methoxybenzyl)urea